COC1=CC=C(C=C1)[C@@](C)(O)C=1C=NC=C(C1)OC (R)-1-(4-methoxyphenyl)-1-(5-methoxy-3-pyridyl)-1-ethanol